OC1=CC=C(C=C1)[C@H](C)NC1=CC(N(C(N1)=O)C(C)C)=O (S)-6-((1-(4-hydroxyphenyl)ethyl)amino)-3-isopropylpyrimidine-2,4(1h,3h)-dione